COC(CCCCC\C=C/CC\C=C/C=C/CC)OC (3E,5Z,9Z)-16,16-dimethoxy-3,5,9-hexadecatriene